C(C)(C)C=1N=CSC1NC(=O)C=1C(=CC=2N(C1)C=C(N2)C2CCOCC2)OC N-(4-isopropylthiazol-5-yl)-7-methoxy-2-(tetrahydro-2H-pyran-4-yl)imidazo[1,2-a]pyridine-6-carboxamide